C(C)(C)(C)OC(=O)N1CCC(CC1)OC=1C=NC2=CC=CC=C2C1 4-(Quinolin-3-yloxy)piperidine-1-carboxylic acid tert-butyl ester